O1CC(C1)OC(=O)N1CC2(C1)CNC2 2,6-diazaspiro[3.3]heptane-2-carboxylic acid oxetan-3-yl ester